Benzyl ((S)-(5-((R)-2-((tert-butyldimethylsilyl)oxy)-1-((S)-2-oxo-4-(trifluoromethyl)-imidazolidin-1-yl)ethyl)benzo[d]oxazol-2-yl)(4,4-difluorocyclohexyl)methyl)carbamate [Si](C)(C)(C(C)(C)C)OC[C@H](N1C(N[C@@H](C1)C(F)(F)F)=O)C=1C=CC2=C(N=C(O2)[C@H](C2CCC(CC2)(F)F)NC(OCC2=CC=CC=C2)=O)C1